1-[2-cyano-4-(trifluoromethyl)phenyl]-4-[6-(2-ethoxypyridin-3-yl)pyridazin-3-yl]-N-[(3S)-1-methylpyrrolidin-3-yl]piperidine-4-carboxamide C(#N)C1=C(C=CC(=C1)C(F)(F)F)N1CCC(CC1)(C(=O)N[C@@H]1CN(CC1)C)C=1N=NC(=CC1)C=1C(=NC=CC1)OCC